3-(5''-bromodispiro[cyclopropane-1,1'-cyclohexane-4',3''-indoline]-1''-carbonyl)-N-(tert-pentyl)benzenesulfonamide BrC=1C=C2C3(CN(C2=CC1)C(=O)C=1C=C(C=CC1)S(=O)(=O)NC(C)(C)CC)CCC1(CC3)CC1